N-[4-bromo-3-(difluoromethyl)phenyl]-1-(oxan-4-yl)-4H,5H,6H,7H-pyrazolo[4,3-c]pyridin-3-amine BrC1=C(C=C(C=C1)NC1=NN(C2=C1CNCC2)C2CCOCC2)C(F)F